BrC1=C(COC2=CC(=C(CN3C(CCCC3)C(=O)O)C=C2Cl)OCC2=CC(=CC=C2)S(=O)(=O)C)C=CC=C1C1=CC=CC=C1 N-(4-(2-bromo-3-phenylbenzyloxy)-5-chloro-2-(3-methanesulfonylbenzyloxy)benzyl)pipecolinic acid